OCC1CCN(CC1)C(=O)OCC1=CC=CC=C1 Benzyl 4-(hydroxymethyl)piperidine-1-carboxylate